ClC=1C=C(C=C(C1)S(=O)(=O)C)NC(=O)C1=CN(C(=C1)C1=NC=C(C=C1)N1CC(C1)(F)F)C N-(3-chloro-5-(methylsulfonyl)phenyl)-5-(5-(3,3-difluoroazetidin-1-yl)pyridin-2-yl)-1-methyl-1H-pyrrole-3-carboxamide